3-(3-(3-fluoro-4-methyl-5-(6-methylpyrazolo[1,5-a]pyridine-3-carboxamido)phenyl)-1,2,4-oxadiazol-5-yl)azetidine-1-carboxylic acid methyl ester COC(=O)N1CC(C1)C1=NC(=NO1)C1=CC(=C(C(=C1)NC(=O)C=1C=NN2C1C=CC(=C2)C)C)F